CN(C(=O)N(C)C)C N,N,N',N'-Tetramethylurea